Methyl-2-(4-phenoxyphenoxy)ethoxyl-pyridine CC=1C(=NC=CC1)OCCOC1=CC=C(C=C1)OC1=CC=CC=C1